ClC1=CC(=C(N=N1)N(CCC(C(F)(F)F)O)C)C(=O)OC(C)(C)C tert-butyl 6-chloro-3-[methyl(4,4,4-trifluoro-3-hydroxybutyl)amino]pyridazine-4-carboxylate